N-(benzo[d]thiazol-2-yl)-2-((4-methoxyphenyl)sulfonamido)-4-methylbenzamide S1C(=NC2=C1C=CC=C2)NC(C2=C(C=C(C=C2)C)NS(=O)(=O)C2=CC=C(C=C2)OC)=O